N-((cis)-3-(5-chloro-2-cyanophenyl)cyclobutyl)-3-methyl-1-((S or R)-1-(2-((1R,5S)-2-oxo-3-azabicyclo[3.1.0]hexan-3-yl)pyrimidin-5-yl)ethyl)-1H-pyrazole-4-carboxamide ClC=1C=CC(=C(C1)[C@H]1C[C@H](C1)NC(=O)C=1C(=NN(C1)[C@@H](C)C=1C=NC(=NC1)N1C([C@@H]2C[C@@H]2C1)=O)C)C#N |o1:19|